2,2,2-Trifluoro-1-[2-(4-fluorophenyl)-5-methyl-piperazin-1-yl]ethanone FC(C(=O)N1C(CNC(C1)C)C1=CC=C(C=C1)F)(F)F